ClC1=NC=C(C(=N1)N1C[C@H](C([C@H](C1)C)(F)F)CCO)C#N 2-chloro-4-[(3R,5S)-4,4-difluoro-3-(2-hydroxyethyl)-5-methyl-1-piperidyl]pyrimidine-5-carbonitrile